C(#N)C1(C[C@H]2CC[C@@H](C1)N2C(=O)OC(C)(C)C)C(=O)OCC 8-(tert-butyl) 3-ethyl (1R,5S)-3-cyano-8-azabicyclo[3.2.1]octane-3,8-dicarboxylate